P(=O)(OC(C1=CC(=CC(=C1)C(C)(C)C)C(C)(C)C)O)([O-])[O-] 3,5-di-tert-butyl-hydroxybenzyl phosphate